2-(benzylthio)-1-ethylamine C(C1=CC=CC=C1)SCCN